C1(C=CC(N1C1=CC(=CC=C1)N1C(C=CC1=O)=O)=O)=O 1,3-bismaleimidyl-benzene